4,4-difluoro-2-(5H-imidazo[5,1-a]isoindol-5-yl)cyclohexan-1-one FC1(CC(C(CC1)=O)C1N2C(C3=CC=CC=C13)=CN=C2)F